O1N=C(C2=C1CCCCC2)NC(=O)NNC(=O)C2=CC(=NN2)C2=CC=CC=C2 N-[({4H,5H,6H,7H,8H-cyclohepta[d][1,2]oxazol-3-yl}carbamoyl)amino]-3-phenyl-1H-pyrazole-5-carboxamide